NC1=C2N=CN(C2=NC=N1)[C@H]1C[C@@H](CO1)OP(=O)(O)OC1CCCCC1.[NH4+] ammonium (2R,3S,5R)-5-(6-aminopurin-9-yl)-3-((cyclohexyloxy(hydroxy)phosphoryl)oxy)tetrahydrofuran